C(C)(C)(C)OC(=O)N1C(CN(C(C1)CC#N)CC1=CC=C(C=C1)OC)CC(=O)OC 5-(cyanomethyl)-2-(2-methoxy-2-oxoethyl)-4-(4-methoxybenzyl)piperazine-1-carboxylic acid tert-butyl ester